5-[2-[(4,4-difluorocyclohexyl)amino]-5-ethylsulfonylphenyl]-1,3-dimethylpyridin-2-one FC1(CCC(CC1)NC1=C(C=C(C=C1)S(=O)(=O)CC)C=1C=C(C(N(C1)C)=O)C)F